8-(1-aminoethyl)-2-(1,3-dimethyl-1H-indazol-5-yl)-3,6-dimethylquinazolin-4(3H)-one NC(C)C=1C=C(C=C2C(N(C(=NC12)C=1C=C2C(=NN(C2=CC1)C)C)C)=O)C